N-(3-bromo-8-ethyl-imidazo[1,2-a]pyridin-6-yl)-4-fluoro-3-methoxy-N-methyl-benzamide BrC1=CN=C2N1C=C(C=C2CC)N(C(C2=CC(=C(C=C2)F)OC)=O)C